C(C)(C)(C)C1=NOC(=C1)NC(=O)N1N(CCC1)C1=NC=C(N=C1)C(F)(F)F N-(3-(tert-butyl)isoxazol-5-yl)-2-(5-(trifluoromethyl)pyrazin-2-yl)pyrazolidine-1-carboxamide